N-(5-(2-(2,2-dimethylpyrrolidin-1-yl)acetamido)-2-methylpyridin-3-yl)-2-(1H-pyrazolo[3,4-b]pyridin-1-yl)pyrazolo[5,1-b]thiazole-7-carboxamide CC1(N(CCC1)CC(=O)NC=1C=C(C(=NC1)C)NC(=O)C=1C=NN2C1SC(=C2)N2N=CC=1C2=NC=CC1)C